2-(pyrrolidine-1-sulfonamido)benzamide N1(CCCC1)S(=O)(=O)NC1=C(C(=O)N)C=CC=C1